8-((1-methyl-1H-pyrazol-4-yl)oxy)pyrido[4,3-d]pyrimidin-7(6H)-one CN1N=CC(=C1)OC=1C(NC=C2C1N=CN=C2)=O